OCCC(=O)O L-3-hydroxypropionic acid